1-((4-bromo-2,6-difluoro-phenyl)methyl)-7-methoxy-3-methyl-imidazo[4,5-C][1,8]naphthyridin-2-one BrC1=CC(=C(C(=C1)F)CN1C(N(C=2C=NC=3N=C(C=CC3C21)OC)C)=O)F